N-[(4-ethenyl-3-nitrophenyl)methyl]-N-(2-methanesulfonylpyridin-3-yl)propanamide C(=C)C1=C(C=C(C=C1)CN(C(CC)=O)C=1C(=NC=CC1)S(=O)(=O)C)[N+](=O)[O-]